1,2-bis(dichlorophosphino)-1,2-dimethylhydrazine ClP(N(N(C)P(Cl)Cl)C)Cl